C(C)(=O)N1CC(C2=C(C=CC=C12)CNC(C)=O)=O N-((1-acetyl-3-oxoindolin-4-yl)methyl)acetamide